2,2,2-trifluoro-1-(4-(pyridin-4-ylmethyl)-1-((2-(trimethylsilyl)ethoxy)methyl)-1H-imidazol-2-yl)ethan-1-one FC(C(=O)C=1N(C=C(N1)CC1=CC=NC=C1)COCC[Si](C)(C)C)(F)F